4-(3-amino-3-oxopropyl)-2,6-difluorobenzoic acid methyl ester COC(C1=C(C=C(C=C1F)CCC(=O)N)F)=O